2-(2,6-dioxapiperidin-3-yl)4-fluoroisoindole-1,3-dione N1OC(CCO1)N1C(C2=CC=CC(=C2C1=O)F)=O